4-[4-(2-methoxyphenyl)pyrimidin-2-yl]-3,6-dihydropyridine-1(2H)-carboxylic acid tert-butyl ester C(C)(C)(C)OC(=O)N1CCC(=CC1)C1=NC=CC(=N1)C1=C(C=CC=C1)OC